CN1CCC2(C[C@@H]2C(=O)N[C@@H](CSCCCC(=O)C=2OC=CN2)C=2NC(=CN2)C=2C=C3C=CC(=NC3=CC2)C)CC1 (1S)-6-methyl-N-[(1R)-1-[5-(2-methylquinolin-6-yl)-1H-imidazol-2-yl]-2-{[4-(1,3-oxazol-2-yl)-4-oxobutyl]sulfanyl}ethyl]-6-azaspiro[2.5]octane-1-carboxamide